3-bromo-N,N-diethyl-benzenesulfonamide BrC=1C=C(C=CC1)S(=O)(=O)N(CC)CC